OCC(C)(O)C=1SC(=CN1)[S@@](=O)(N)=NC(NC1=C2C(=NC(=C1C)C(F)(F)F)CCC2)=O (R)-2-(1,2-Dihydroxypropan-2-yl)-N'-((3-methyl-2-(trifluoromethyl)-6,7-dihydro-5H-cyclopenta[b]pyridin-4-yl)carbamoyl)thiazole-5-sulfonimidamide